(E)-5-(4-isobutylphenyl)pent-4-enal C(C(C)C)C1=CC=C(C=C1)/C=C/CCC=O